3,5-dimethoxy-4-hydroxycinnamic acid COC=1C=C(C=CC(=O)O)C=C(C1O)OC